5-(4-methoxyphenyl)-3-(2-methoxypyridin-3-yl)-7-(trifluoromethyl)pyrazolo[1,5-a]pyrimidine COC1=CC=C(C=C1)C1=NC=2N(C(=C1)C(F)(F)F)N=CC2C=2C(=NC=CC2)OC